C(#N)C1=CC(=C(C=C1)NS(=O)(=O)C1=CNC=C1C=1SC=CC1)F N-(4-cyano-2-fluorophenyl)-4-thiophen-2-yl-1H-pyrrole-3-sulfonamide